[N].ClCC1=NC=C(C(=C1C)OC)C 2-chloromethyl-3,5-dimethyl-4-methoxypyridine nitrogen